O[C@H]1[C@@H](O[C@@H]([C@H]1O)CO)C=1C=CCN(C1)CC#C 5-((2S,3R,4S,5R)-3,4-dihydroxy-5-(hydroxymethyl)tetrahydrofuran-2-yl)-1-(prop-2-yn-1-yl)pyridine